2-(3-(1-acetylpiperidin-4-yl)-5'-fluoro-1'-methyl-1H,1'H-[4,6'-biindazol]-1-yl)-N-(4-(hydroxymethyl)-2-methylthiophen-3-yl)acetamide C(C)(=O)N1CCC(CC1)C1=NN(C=2C=CC=C(C12)C1=C(C=C2C=NN(C2=C1)C)F)CC(=O)NC1=C(SC=C1CO)C